4-(6-Bromo-3-methylpyridin-2-yl)morpholine BrC1=CC=C(C(=N1)N1CCOCC1)C